6-Chloro-N-methoxy-4-((4-methoxy-2-(N-methylmethylsulfonamido)phenyl)amino)nicotinamide ClC1=NC=C(C(=O)NOC)C(=C1)NC1=C(C=C(C=C1)OC)N(S(=O)(=O)C)C